1,4-bis-(4-aminophenoxy)benzene NC1=CC=C(OC2=CC=C(C=C2)OC2=CC=C(C=C2)N)C=C1